C(C)OC(=O)N(CC(=O)[C@H]1CN(C[C@H]1CC)C(=O)OCC1=CC=CC=C1)C=1N=C2C(=NC1)N(C=C2)S(=O)(=O)CC2=CC=CC=C2 benzyl (3R,4S)-3-(N-(ethoxycarbonyl)-N-(5-toluenesulfonyl-5H-pyrrolo[2,3-b]pyrazin-2-yl) glycyl)-4-ethylpyrrolidine-1-carboxylate